FC1(CC1)C=NS(=O)(=O)C(C)(C)C (R)-N-[(1-fluorocyclopropyl)methylidene]-2-methylpropane-2-sulfonamide